5-methoxy-1H-pyrrolo[2,3-b]pyridine COC=1C=C2C(=NC1)NC=C2